CN(C1CCC(CC1)NC1=NC=2N(C(C=NC2C=N1)=O)C)C 2-((4-(dimethylamino)cyclohexyl)amino)-8-methylpteridin-7(8H)-one